3,3-difluoro-1-methylpiperidin-1-ium trifluoroacetate FC(C(=O)[O-])(F)F.FC1(C[NH+](CCC1)C)F